C(#N)C1=CC=C(C=C1)C1=C2C(=NC(=NC2=CC=C1)N)N (4-cyanophenyl)quinazoline-2,4-diamine